C(C1=CC=CC=C1)OC(=O)N1C[C@@H](N(CC1)C=1C2=C(N=C(N1)OC[C@H]1N(CCC1)C)CN(C2)C(=O)OC(C)(C)C)C tert-butyl 4-((S)-4-((benzyloxy) carbonyl)-2-methylpiperazin-1-yl)-2-(((S)-1-methylpyrrolidin-2-yl) methoxy)-5,7-dihydro-6H-pyrrolo[3,4-d]pyrimidine-6-carboxylate